R-1-(tert-butoxycarbonyl)-2-methylpyrrolidine-2-carboxylic acid C(C)(C)(C)OC(=O)N1[C@](CCC1)(C(=O)O)C